C(C)(=O)NC=1C=NC(=C(C(=O)O)C1)N1N=CC=N1 5-acetamido-2-(2H-1,2,3-triazol-2-yl)nicotinic Acid